C1(CCC1)C(=O)N1[C@H]([C@H](CCC1)NC(=O)[C@H]1OCCC1)COC1CCN(CC1)C1=NC=C(C=N1)F (2S)-N-[cis-1-(Cyclobutancarbonyl)-2-({[1-(5-Fluoropyrimidin-2-yl)piperidin-4-yl]oxy}methyl)piperidin-3-yl]oxolan-2-carboxamid